4-cyano-2-fluoro-N-(6-methoxypyridin-3-yl)benzamide C(#N)C1=CC(=C(C(=O)NC=2C=NC(=CC2)OC)C=C1)F